O[C@@H]([C@@H](C(=O)N[C@@H](CC(C)C)B1OC[C@H](NCC(O1)=O)C)NC(C1=NC(=CC=C1)C1=CC=CC=C1)=O)C N-((2S,3R)-3-hydroxy-1-(((R)-3-methyl-1-((R)-7-methyl-4-oxo-1,3,6,2-dioxazaborocan-2-yl)butyl)amino)-1-oxobutan-2-yl)-6-phenylpicolinamide